octafluoro-1-butene FC(C(C(=C(F)F)F)(F)F)(F)F